(S)-N-(7-(6-(1-hydroxybutyl)-4-methylpyridazin-3-yl)-2,6-naphthyridin-3-yl)cyclopropanecarboxamide O[C@@H](CCC)C1=CC(=C(N=N1)C1=NC=C2C=C(N=CC2=C1)NC(=O)C1CC1)C